6-((2S)-2-((1aR,3aR,3bS,5aS,6R,8aS,8bS,10aR)-10-methoxy-3a,5a-dimethylhexadecahydrocyclopenta[a]cyclopropa[2,3]cyclopenta[1,2-f]naphthalen-6-yl)propoxy)-N-methylpicolinamide COC1[C@@]23[C@@]([C@H]4CC[C@]5([C@H]([C@@H]4C1)CC[C@@H]5[C@@H](COC5=CC=CC(=N5)C(=O)NC)C)C)(CC[C@@H]2C3)C